CN1C(=NC2=C(C=C(C=C2C1=O)C)[C@@H](C)NC1=C(C(=O)OC(C)C)C=CC=C1)N1CCOCC1 isopropyl (R)-2-((1-(3,6-dimethyl-2-morpholino-4-oxo-3,4-dihydroquinazolin-8-yl)ethyl)amino)benzoate